OC(CN(CCCCC(=O)OCCN1CCN(CC1)CCSSCCCN(CC(CCCCCC\C=C/C\C=C/CCCCC)O)CC(CCCCCC\C=C/C\C=C/CCCCC)O)CC(CCCCCCCC)O)CCCCCCCC 2-(4-(2-((3-(Bis((9Z,12Z)-2-hydroxyoctadeca-9,12-dien-1-yl)amino)propyl)disulfaneyl)ethyl)piperazin-1-yl)ethyl 5-(bis(2-hydroxydecyl)amino)pentanoate